C1[C@@H]2N(CCN1C=1C=CC=3N(C(C=C(N3)C3=CC4=C(N=C(O4)C)C=C3)=O)C1)CCC2 7-[(8aR)-hexahydropyrrolo[1,2-a]pyrazin-2(1H)-yl]-2-(2-methyl-1,3-benzoxazol-6-yl)-4H-pyrido[1,2-a]pyrimidin-4-one